4-(4-isopropylphenyl)-N-(4-(methylsulfonyl)phenyl)thiazol-2-amine C(C)(C)C1=CC=C(C=C1)C=1N=C(SC1)NC1=CC=C(C=C1)S(=O)(=O)C